NN(C(C1=CC=CC=C1)(C1=CC=CC=C1)C1=CC=CC=C1)N diaminotriphenylmethylamine